C1(=CCCC1)C=1N=C(SC1C)NC1=C(C(=O)O)C=C(C=N1)C=1SC=CC1 2-((4-(cyclopent-1-en-1-yl)-5-methylthiazol-2-yl)amino)-5-(thiophen-2-yl)nicotinic acid